CN1N=CC(=C1)C1=C(C=C2C=CN=CC2=C1)C=O 7-(1-methyl-1H-pyrazol-4-yl)isoquinoline-6-carbaldehyde